(2R,4R)-N-((S)-1-(((5-bromo-1H-indazol-7-yl)methyl)amino)-1-oxopropan-2-yl)-4-phenylpyrrolidine-2-carboxamide BrC=1C=C2C=NNC2=C(C1)CNC([C@H](C)NC(=O)[C@@H]1NC[C@H](C1)C1=CC=CC=C1)=O